CN(CCOC=1C=CC(=C(C(=O)NC2(CC2)C2=C(C=CC=C2)C)C1)C)C 5-(2-(Dimethylamino)ethoxy)-2-methyl-N-(1-(o-tolyl)cyclopropyl)benzamide